C(C)(=O)N1C(CC(C1)C1=CC(=C(C=C1)OC(F)F)OCC1CC1)C(=O)N(C)C 1-acetyl-4-(3-(cyclopropylmethoxy)-4-(difluoromethoxy)phenyl)-N,N-dimethylpyrrolidine-2-carboxamide